2-(1-(4-(aminomethyl)phenyl)-3-(trifluoromethyl)-1H-pyrazol-5-yl)propan-2-ol NCC1=CC=C(C=C1)N1N=C(C=C1C(C)(C)O)C(F)(F)F